(E)-2-hydroxy-4-((2-(2-((4-(trifluoromethyl)phenyl)amino)pyrimidin-4-yl)phenyl)diazenyl)benzoic acid OC1=C(C(=O)O)C=CC(=C1)\N=N\C1=C(C=CC=C1)C1=NC(=NC=C1)NC1=CC=C(C=C1)C(F)(F)F